2-(2-(ethylsulfanyl)-4-(trifluoromethyl)phenyl)-1-methyl-1H-imidazole C(C)SC1=C(C=CC(=C1)C(F)(F)F)C=1N(C=CN1)C